[Cl-].C(C)N1C=[N+](C=C1)CCC[Si](OC)(OC)OC 1-ethyl-3-[3-(trimethoxysilyl)propyl]imidazolium chloride